NC=1C=C2C(=CC=NC2=CC1OC)OC1=C(C=C(C=C1)NC(=O)C1=C2C(=CN(C1=O)C1=CC=C(C=C1)F)CCO2)F N-{4-[(6-amino-7-methoxyquinolin-4-yl)oxy]-3-fluorophenyl}-5-(4-fluorophenyl)-6-oxo-2,3,5,6-tetrahydrofuro[3,2-c]pyridine-7-carboxamide